COC1=C(C=NN1)C 5-methoxy-4-methylpyrazol